FC(C1=NC(=NO1)C1=CC=C(S1)CN1N=C(N=C1)C(=O)N)(F)F 1-[[5-[5-(trifluoromethyl)-1,2,4-oxadiazol-3-yl]-2-thienyl]methyl]-1,2,4-triazole-3-carboxamide